ClC1=C(C(=CC=C1)Cl)C1=CC(=C2C=NC(=NN21)N[C@H]2[C@@H](COCC2)O)F (3S,4R)-4-((7-(2,6-dichlorophenyl)-5-fluoropyrrolo[2,1-f][1,2,4]triazin-2-yl)amino)tetrahydro-2H-pyran-3-ol